NC1=NC=CC(=C1C1=CC=C(C=C1)Cl)C=1C=NN(C1)[C@@H](C(=O)N)C1=CC=C(C=C1)C(F)(F)F (R)-{4-[2-amino-3-(p-chlorophenyl)-4-pyridinyl]-1H-pyrazol-1-yl}[p-(trifluoromethyl)phenyl]acetamide